(2'S)-2,2'-dimethyl-1'-[[1-(2-methylsulfonylethyl)triazol-4-yl]methyl]spiro[4,5-dihydrothieno[2,3-c]pyran-7,4'-piperidine] CC1=CC2=C(S1)C1(C[C@@H](N(CC1)CC=1N=NN(C1)CCS(=O)(=O)C)C)OCC2